FC1=C(C=C(C=C1)C(F)(F)F)C1=NC=NC(=C1)C(F)(F)F 4-(2-fluoro-5-(trifluoromethyl)phenyl)-6-(trifluoromethyl)pyrimidine